Cl.C(C)(C)(C)C1=CC=C(CN2[C@@H](CN(CC2)C2=NC=CC3=CC(=CC=C23)Cl)C)C=C1 (R)-1-(4-(4-(tert-butyl)benzyl)-3-methylpiperazin-1-yl)-6-chloroisoquinoline hydrochloride